C(C)(C)N1N(C(C2=CC=CC=C12)=O)C 1-isopropyl-2-methyl-1,2-dihydro-3H-indazol-3-one